CN(S(=O)(=O)C1CC2=CC=CC=C2CC1)C 1,2,3,4-tetrahydro-2-(N,N-dimethylaminosulfonyl)naphthalene